NC1CCC2=C(NC1=O)C=CC(=C2)F 3-amino-7-fluoro-1,3,4,5-tetrahydro-2H-benzo[b]azepine-2-one